methyl N-methyl-N-((S)-3-methyl-4-((S)-1-tritylaziridine-2-carbonyl) piperazine-1-carbonyl)-L-valinate CN([C@@H](C(C)C)C(=O)OC)C(=O)N1C[C@@H](N(CC1)C(=O)C1[N@](C1)C(C1=CC=CC=C1)(C1=CC=CC=C1)C1=CC=CC=C1)C